Cl.C(C)(C)(C)N1C=NC2=C1C=C(C=C2F)C2=CC(=NC=C2Cl)N[C@H]2[C@@H](CNCC2)O (3R,4R)-4-{[4-(1-tert-butyl-4-fluoro-1H-benzimidazol-6-yl)-5-chloropyridin-2-yl]amino}piperidin-3-ol hydrochloride